C=C(C(=O)O)CC(N[C@@H](C)C1=CC=C(C=C1)C(F)(F)F)=O (S)-2-methylene-4-oxo-4-((1-(4-(trifluoromethyl)phenyl)ethyl)amino)butanoic acid